FC(C(CC(=O)O)OC(C(=C)CC1=NC(=NO1)CCCCCCCC)=O)(F)F 4,4,4-trifluoro-3-((2-((3-octyl-1,2,4-oxadiazol-5-yl)methyl)acryloyl)oxy)butanoic acid